BrC=1C=CC(=C(C1)NC=1C=NN(C1)C)[N+](=O)[O-] N-(5-bromo-2-nitrophenyl)-1-methyl-1H-pyrazol-4-amine